6-{3-Azabicyclo[3.1.0]hexan-3-yl}-2-ethylpyridin C12CN(CC2C1)C1=CC=CC(=N1)CC